1,2-dimethyl-butane CCC(CC)C